methyl 2-isopropyl-4-((methoxy carbonyl)(methyl)amino)-5-methylhexanoate C(C)(C)C(C(=O)OC)CC(C(C)C)N(C)C(=O)OC